methoxy-3-flavonol COC1=C2C(C(=C(OC2=CC=C1)C1=CC=CC=C1)O)=O